Tert-butyl (3-acetamidobicyclo[1.1.1]pentan-1-yl)carbamate C(C)(=O)NC12CC(C1)(C2)NC(OC(C)(C)C)=O